Cl.CCCCCC(C)C(=O)O Heptane-6-carboxylic acid hydrochloride